(S)-4-(2-(1-(2-(5-fluoropyridin-2-yl)propan-2-yl)-3-(hydroxymethyl)pyrrolidin-3-yl)ethyl)benzonitrile FC=1C=CC(=NC1)C(C)(C)N1C[C@](CC1)(CO)CCC1=CC=C(C#N)C=C1